5-(((3,5-dicyano-4-ethyl-6-(4-(pyrrolidin-1-yl)piperidin-1-yl)pyridin-2-yl)sulfanyl)methyl)-1H-indole-1-carboxylic acid tert-butyl ester C(C)(C)(C)OC(=O)N1C=CC2=CC(=CC=C12)CSC1=NC(=C(C(=C1C#N)CC)C#N)N1CCC(CC1)N1CCCC1